FC1=C(C2=C(C=C(C=C2C=C1)OCOC)B1OC(C(O1)(C)C)(C)C)C#C[Si](C(C)C)(C(C)C)C(C)C ({2-fluoro-6-[(methoxymethyl)oxy]-8-(4,4,5,5-Tetramethyl-1,3,2-dioxaborol-2-yl)naphthalene-1-yl}ethynyl)[tri(prop-2-yl)]silane